bismuth (III) pentahydrate O.O.O.O.O.[Bi+3]